4-(6-(5-isopropoxy-6-methyl-1H-indazol-3-yl)-2-methoxypyrimidin-4-yl)morpholine C(C)(C)OC=1C=C2C(=NNC2=CC1C)C1=CC(=NC(=N1)OC)N1CCOCC1